C(#C)C=1C=C(C(=NC1)CNC(OC(C)(C)C)=O)OC tert-butyl N-[(5-ethynyl-3-methoxy-2-pyridyl)methyl]carbamate